FC1=CC(=C(C=C1)O)C1=NNC(=C1)C=1OC=CC1 4-Fluoro-2-(5-(furan-2-yl)-1H-pyrazol-3-yl)phenol